FC(S(=O)(=O)O)(F)F.CN1CC2=C(C=CC=C2C=C1C1=CC2=CC=CC=C2C=C1)OC 2-methyl-3-(naphthalen-2-yl)-8-methoxyisoquinoline trifluoromethanesulfonate